N-[(1s,4s)-4-{[6-chloro-2-(trifluoromethyl)quinolin-4-yl]amino}cyclohexyl]-1H,4H,6H,7H-pyrano[4,3-c]pyrazole-3-carboxamide ClC=1C=C2C(=CC(=NC2=CC1)C(F)(F)F)NC1CCC(CC1)NC(=O)C=1C2=C(NN1)CCOC2